The molecule is an organosulfonic acid obtained by formal hydrosulfonation across the 2 and 3 positions of menadione. It derives from a menadione. It is a conjugate acid of a menadione sulfonate. CC1(CC(=O)C2=CC=CC=C2C1=O)S(=O)(=O)O